C(C(C)[Si](OCC)(OCC)OCC)[Si](OCC)(OCC)OCC propylenebis(triethoxysilane)